(S)-N-(5-amino-6-(1'-(4-((4-amino-6-butoxy-2-oxo-2,3-dihydro-1H-imidazo[4,5-c]pyridin-1-yl)methyl)benzyl)-4,4'-bipiperidin-1-yl)-6-oxohexyl)-2-(aminooxy)acetamide N[C@@H](CCCCNC(CON)=O)C(=O)N1CCC(CC1)C1CCN(CC1)CC1=CC=C(C=C1)CN1C(NC=2C(=NC(=CC21)OCCCC)N)=O